C(=O)OC1=C(C=C2C=NC(=NC2=C1)C)C1=CC2=C(N=N1)N(C=C2)[C@@H]2[C@@H](C(NC(C2)(C)C)(C)C)F 6-{7-[(3S,4S)-3-fluoro-2,2,6,6-tetramethylpiperidin-4-yl]-7H-pyrrolo[2,3-c]pyridazin-3-yl}-2-methylquinazolin-7-ol formate